(R)-methyl 2-((6-((5-((tert-butyldiphenylsilyl) oxy) pent-2-yl) oxy)-1-toluenesulfonyl-1H-pyrrolo[2,3-b]pyridin-5-yl) oxy)-4-fluorobenzoate [Si](C1=CC=CC=C1)(C1=CC=CC=C1)(C(C)(C)C)OCCC[C@@H](C)OC1=C(C=C2C(=N1)N(C=C2)S(=O)(=O)CC2=CC=CC=C2)OC2=C(C(=O)OC)C=CC(=C2)F